N-[(1R)-2,2-difluorocyclopropyl]-2-(difluoromethoxy)-4-[4-(difluoromethyl)-2-methyl-6-(4,4,5,5-tetramethyl-1,3,2-dioxaborolan-2-yl)indazol-3-yl]-6-methoxybenzamide FC1([C@@H](C1)NC(C1=C(C=C(C=C1OC)C=1N(N=C2C=C(C=C(C12)C(F)F)B1OC(C(O1)(C)C)(C)C)C)OC(F)F)=O)F